COCC=1OC(=CC1)COC 2,5-bis(methoxymethyl)furan